C1(=CC=CC=C1)C=1N(C=CN1)S(=O)(=O)C1=CC=CC=C1 2-phenyl-1-(benzenesulfonyl)-1H-imidazole